N-(4-(8-((S)-sec-butyl)-2-(((1r,4R)-4-(dimethyl-amino)cyclohexyl)-amino)-7-oxo-7,8-dihydropyrido[2,3-d]-pyrimidin-6-yl)-2-fluorophenyl)-3,3,3-trifluoropropane-1-sulfonamide [C@H](C)(CC)N1C(C(=CC2=C1N=C(N=C2)NC2CCC(CC2)N(C)C)C2=CC(=C(C=C2)NS(=O)(=O)CCC(F)(F)F)F)=O